(S,E)-N7-(1-(2-(Bicyclo[1.1.1]pentan-1-ylamino)-2-oxoethyl)-2-oxo-1,2-dihydropyridin-3-yl)-N1-cyclohexyl-6-(1,2,3,4-tetrahydrochinolin-7-carboxamido)hept-2-endiamid C12(CC(C1)C2)NC(CN2C(C(=CC=C2)NC([C@H](CC/C=C/C(=O)NC2CCCCC2)NC(=O)C2=CC=C1CCCNC1=C2)=O)=O)=O